1-(4-(6-chloro-7-(2-chloro-6-methyl-phenyl)-8-fluoro-quinazolin-4-yl)piperazin-1-yl)prop-2-en-1-one ClC=1C=C2C(=NC=NC2=C(C1C1=C(C=CC=C1C)Cl)F)N1CCN(CC1)C(C=C)=O